F[C@H]1CN(CC[C@H]1NC1=CC=CN2C(=C(C=C12)C#CCNC1=C(C=C(C=C1)C(NC)=O)OCOC)SC(F)(F)F)C(=O)OC(C)(C)C tert-butyl (3S,4R)-3-fluoro-4-{[2-(3-{[2-(methoxymethoxy)-4-(methylcarbamoyl) phenyl]amino}prop-1-yn-1-yl)-3-[(trifluoromethyl)sulfanyl]indolizin-8-yl]amino}piperidine-1-carboxylate